sodium deoxy-glycolate C(C)(=O)[O-].[Na+]